COC(=O)C=1C=CC2=C(N(C(=N2)CN2CCC(CC2)C2=NC(=CC=C2)OCC2=C(C=C(C=C2)C(C(C)C)=O)F)CC2OCC2)C1 2-((4-(6-((2-fluoro-4-isobutyrylbenzyl)oxy)pyridine-2-yl)piperidin-1-yl)methyl)-1-(oxetan-2-ylmethyl)-1H-benzo[d]imidazole-6-carboxylic acid methyl ester